C1=CC2=C(C=C[NH+]=C2)C(=C1)S(=O)(=O)NCC[NH2+]CC=CC3=CC=C(C=C3)Br The molecule is an organic cation obtained by protonation of the isoquinoline and secondary amino functions of N-[2-(4-bromocinnamylamino)ethyl]isoquinoline-5-sulfonamide. It is an organic cation and an ammonium ion derivative. It is a conjugate acid of a N-[2-(4-bromocinnamylamino)ethyl]isoquinoline-5-sulfonamide.